C1(CC1)C=1C=NC(=NC1)N1[C@H](CN(C[C@H]1C)C(=O)OCCC1=CNC(C(=C1)C(F)(F)F)=O)C 2-(6-Oxo-5-(trifluoromethyl)-1,6-dihydropyridin-3-yl)ethyl (3S,5R)-4-(5-cyclopropylpyrimidin-2-yl)-3,5-Dimethylpiperazine-1-carboxylate